1-butyl-2,6-dimethoxy-1-(4-phenylbutan-1-yn-1-yl)-1,2-dihydro-3H-imidazo[1,5-a]indol-3-one C(CCC)C1(N(C(N2C1=CC=1C=CC(=CC21)OC)=O)OC)C#CCCC2=CC=CC=C2